FC1=CC=CC(=N1)C(=O)Cl 6-Fluoropicolinoyl chloride